BrC1=CC(=C2C(=NC=NC2=C1)O)OC[C@@H]1CN(CCN1)C(=O)OC(C)(C)C tert-butyl (S)-3-(((7-bromo-4-hydroxyquinazolin-5-yl)oxy)methyl)-piperazine-1-carboxylate